phenethyl acetate (1-phenylethyl acetate) C1(=CC=CC=C1)C(C)CC(=O)O.C(C)(=O)OCCC1=CC=CC=C1